N-(+)-biotinyl-4-aminobenzoic acid C1[C@H]2[C@@H]([C@@H](S1)CCCCC(=O)NC3=CC=C(C=C3)C(=O)O)NC(=O)N2